The molecule is a lathyrane diterpenoid isolated from the roots of Euphorbia micractina. It has a role as a vasodilator agent. It is an acetate ester, a benzoate ester and a lathyrane diterpenoid. C[C@H]1C[C@]2([C@H]([C@H]1OC(=O)C)[C@H](/C(=C\\C[C@H]3[C@H](C3(C)C)/C=C(/C2=O)\\C)/C)O)OC(=O)C4=CC=CC=C4